C(C)(C)C1=C(NC2=CC=C(C=C12)OCC1CCN(CC1)CC(=O)N(C)C)C1=CN(C(C(=C1C)C)=O)C 2-(4-(((3-isopropyl-2-(1,4,5-trimethyl-6-oxo-1,6-dihydropyridin-3-yl)-1H-indol-5-yl)oxy)methyl)piperidin-1-yl)-N,N-dimethylacetamide